C(CCCCCCCC=C)OCC(CC(=O)OCC)=O ethyl 4-dec-9-enoxy-3-oxo-butanoate